3-dimethylamino-2,2-dimethylpropyl methacrylate C(C(=C)C)(=O)OCC(CN(C)C)(C)C